CC1=NOC(=C1C1=CC=C2C=3N([C@H](COC31)C3=NC=CC=C3)C(=N2)C2CN(CCC2)S(=O)(=O)C)C (4S)-7-(3,5-dimethylisoxazol-4-yl)-2-[1-(methylsulfonyl)piperidin-3-yl]-4-pyridin-2-yl-4,5-dihydroimidazo[1,5,4-de][1,4]benzoxazine